ethyl 4-((tert-butoxycarbonyl) amino)-5-fluoropyridinecarboxylate tert-butyl-4-[5'-fluoro-1-(5-methoxy-5-oxopentyl)-1'-methyl-[4,6'-biindazol]-3-yl]piperidine-1-carboxylate C(C)(C)(C)OC(=O)N1CCC(CC1)C1=NN(C=2C=CC=C(C12)C1=C(C=C2C=NN(C2=C1)C)F)CCCCC(=O)OC.C(C)(C)(C)OC(=O)NC1=CC(=NC=C1F)C(=O)OCC